C(C)N(C(\C=C\C1=CC=2N=C(N=C(C2S1)N1CCOCC1)C=1C=NC(=CC1)OC)=O)CC (E)-N,N-diethyl-3-(2-(6-methoxy-3-pyridinyl)-4-morpholino-6-thieno[3,2-d]pyrimidinyl)acrylamide